isopropoxypyrimidine C(C)(C)OC1=NC=CC=N1